FC(OC1=CC=CC=2C(N([C@H]3C=4N([C@@H](C21)C3)C3=C(N4)C(=CC(=C3)C#CC3(COC3)C)F)C([2H])([2H])[2H])=O)F (7R,14R)-1-(difluoromethoxy)-9-fluoro-6-(methyl-d3)-11-((3-methyloxetan-3-yl)ethynyl)-6,7-dihydro-7,14-methanobenzo[f]benzo[4,5]imidazo[1,2-a][1,4]diazocin-5(14H)-one